Methyl 6-(((1-(((4-(tert-butoxy)-6,8-difluoro-7-(3-(methoxymethoxy)-8-((triisopropylsilyl)ethynyl)naphthalen-1-yl)quinazolin-2-yl)oxy)methyl)cyclopropyl)methyl)(methyl)amino)hexanoate C(C)(C)(C)OC1=NC(=NC2=C(C(=C(C=C12)F)C1=CC(=CC2=CC=CC(=C12)C#C[Si](C(C)C)(C(C)C)C(C)C)OCOC)F)OCC1(CC1)CN(CCCCCC(=O)OC)C